C(C(=O)O)(=O)O.CN1CC2(CNC2)C1 6-methyl-2,6-diazaspiro[3.3]heptane oxalate